(triphenylacetoxy)rhodium C1(=CC=CC=C1)C(C(=O)O[Rh])(C1=CC=CC=C1)C1=CC=CC=C1